ClC=1C=C(C=CC1)C=1C=C2C(=CNC2=CC1)CC(=O)O 5-(3-chlorophenyl)-indole-3-acetic acid